O1C(=CC=C1)C1OC(=C(C1=O)O)N 2-(2-furyl)-5-amino-4-hydroxy-3(2H)-furanone